C12(CC3CC(CC(C1)C3)C2)OC(C2=CC=CC=C2)=O benzoic Acid Adamantan-1-yl Ester